OC1=C(C=C(CC2=C(C=C(OC[P@@](=O)(OC3=CC=CC=C3)N[C@@H](C)C(=O)OC(CC)CC)C=C2C)C)C=C1)C(C)C Pentan-3-yl ((R)-((4-(4-hydroxy-3-isopropylbenzyl)-3,5-dimethylphenoxy)methyl)(phenoxy)phosphoryl)-L-alaninate